[2-(2,6-dioxopiperidin-3-yl)-4-(oxepan-4-yloxy)-3-oxo-2,3-dihydro-1H-isoindol-5-yl]methyl N-[4-(3,4-difluorophenoxy)phenyl]carbamate FC=1C=C(OC2=CC=C(C=C2)NC(OCC=2C(=C3C(N(CC3=CC2)C2C(NC(CC2)=O)=O)=O)OC2CCOCCC2)=O)C=CC1F